NC1=NC=CC=C1C1=NC=2C(=NC(=CC2)C#N)N1C=1C=C2CC[C@@H](C2=CC1)NC(OC(C)(C)C)=O tert-butyl (S)-(5-(2-(2-aminopyridin-3-yl)-5-cyano-3H-imidazo[4,5-b]pyridin-3-yl)-2,3-dihydro-1H-inden-1-yl)carbamate